7-(ethyl-d5)-2-(methylsulfanyl)-9-(tetrahydro-2H-pyran-4-yl)-7,9-dihydro-8H-purin-8-one C(C([2H])([2H])[2H])(N1C(N(C2=NC(=NC=C12)SC)C1CCOCC1)=O)([2H])[2H]